Cl.COC(=O)C1CCC(CC1)N (1S,4S)-4-aminocyclohexane-1-carboxylic acid methyl ester hydrochloride